CC1=C(C=C(C(=C1)C(C1=C(C=CC=C1)C)=O)C)NC(C)=O N-(2,5-dimethyl-4-(2-methylbenzoyl)phenyl)acetamide